C(CCCCCCCCCCCCCCC(C)C)OC(CCCCCCCCCCCCCCC)=O Isostearylpalmitat